C1(CC1)S(=O)(=O)NC1=CC(=NC=C1)[C@H](CCN1C[C@@H](CC1)F)NC(=O)C=1SC(=CN1)C1=NC(=CN=C1)OCC N-((S)-1-(4-(cyclopropanesulfonamido)pyridin-2-yl)-3-((R)-3-fluoropyrrolidin-1-yl)propyl)-5-(6-ethoxypyrazin-2-yl)thiazole-2-carboxamide